cis-6-fluoro-N-({4-methyl-2-[6-methyl-3-(2H-1,2,3-triazol-2-yl)pyridine-2-carbonyl]-2-azabicyclo[3.1.1]hept-3-yl}methyl)-1,3-benzoxazol-2-amine FC1=CC2=C(N=C(O2)NCC2N(C3CC(C2C)C3)C(=O)C3=NC(=CC=C3N3N=CC=N3)C)C=C1